FC1=C(C=C(C(=C1)N1C[C@@H](N([C@@H](C1)C)C)C)[N+](=O)[O-])C=1C=NC(=NC1)N1CCOCC1 4-(5-(2-fluoro-5-nitro-4-((3S,5R)-3,4,5-trimethylpiperazin-1-yl)phenyl)pyrimidin-2-yl)morpholine